ClC1=CC=C(C=C1)C=1N=C2N(C=CC=C2)C1C=1SC(=NN1)CC1=CC(=C(C=C1)Cl)Cl 2-(2-(4-Chlorophenyl)imidazo[1,2-a]pyridin-3-yl)-5-(3,4-dichlorobenzyl)-1,3,4-thiadiazol